[Ca+2].S(=O)(=O)([O-])[O-] sulfate calcium salt